BrC=1C=C(C(=NC1)OC(F)F)F 5-bromo-2-(difluoromethoxy)-3-fluoropyridine